(1R,2R,4S)-2-hydroxy-2-methyl-7-azabicyclo[2.2.1]heptane-7-carboxylic acid tert-butyl ester C(C)(C)(C)OC(=O)N1[C@H]2[C@](C[C@@H]1CC2)(C)O